COC(C(C(=O)OC)C1=C(C=CC=C1)OC=1SC(=CN1)C(F)(F)F)OC Methyl 3,3-dimethoxy-2-[2-[5-(trifluoromethyl)thiazol-2-yl]oxyphenyl]propanoate